C(C)(C)NC1=C2C(=NC=C1)C1=C(O2)C=C(C=C1)C#N 4-(isopropylamino)benzofurano[3,2-b]pyridine-7-carbonitrile